ClC=1C(=CC(=NC1)N1C(N(CC1O)C)=O)C(F)(F)F 3-[5-chloro-4-(trifluoro-methyl)pyridin-2-yl]-4-hydroxy-1-methylimidazolidin-2-one